CN(C1=NC=2N(C3=CC=C(C=C13)C#N)C=NN2)C2=CC=CC=C2 5-(methyl(phenyl)amino)-[1,2,4]triazolo[4,3-a]quinazoline-7-carbonitrile